zirconium-niobium-hafnium [Hf].[Nb].[Zr]